C(C)OC1=CC(=NC=C1C#N)[C@H](C)N1C(C2=CC(=CC(=C2CC1)C=1C(=NC(=CC1)F)C)CCN(C)CC(C)O)=O 4-ethoxy-6-((1S)-1-(5-(6-fluoro-2-methylpyridin-3-yl)-7-(2-((2-hydroxypropyl)(methyl)amino)ethyl)-1-oxo-3,4-dihydroisoquinolin-2(1H)-yl)ethyl)nicotinonitrile